N4-(4-(benzo[d]thiophene-6-yl)pyrimidin-2-yl)-N1-(2-(dimethylamino)ethyl)-5-methoxy-N1-methylbenzene-1,2,4-triamine S1C=CC2=C1C=C(C=C2)C2=NC(=NC=C2)NC=2C=C(C(=CC2OC)N(C)CCN(C)C)N